The molecule is an ornithine derivative in which one of the amino hydrogens on the side-chain of ornithine has been replaced by an acetyl group. It is a tautomer of a N(5)-acetylornithine zwitterion. CC(=O)NCCCC(C(=O)O)N